C1(=CC=C(C=C1)C=1C=NC=CC1)C1=CC=CC=C1 3-([1,1'-biphenyl]-4-yl)pyridine